CNC1=CC=CC(=N1)CCCNC(=O)C1CCN(CC1)CC(=O)O 2-(4-((3-(6-(methylamino)pyridin-2-yl)propyl)carbamoyl)piperidin-1-yl)acetic acid